N1C=C(C2=CC=CC=C12)C1=C(C(=O)NNC(=O)NC2=C(C=CC=C2)Cl)C=CC(=N1)C 1-(2-(1H-indol-3-yl)-6-methylnicotinoyl)-4-o-chlorophenyl-semicarbazide